ClC1=NC=C(C(=N1)NC1=CC=CC(=N1)N1CC(C1)(O)C)I 1-(6-((2-chloro-5-iodopyrimidin-4-yl)amino)pyridin-2-yl)-3-methylazetidin-3-ol